3-[(3R,5R,8R,9R,10S,13S,14S,17S)-3-hydroxy-3,13-dimethyl-2,4,5,6,7,8,9,10,11,12,14,15,16,17-tetradecahydro-1H-cyclopenta[a]phenanthren-17-yl]oxetane-3-carboxylic acid O[C@@]1(CC[C@@H]2[C@H]3CC[C@@]4([C@H](CC[C@H]4[C@@H]3CC[C@@H]2C1)C1(COC1)C(=O)O)C)C